ClC=1C(=NC(=NC1)N1CCC(CC1)C(=O)NC1=CC=C2C(=NN(C2=C1)C)C1C(NC(CC1)=O)=O)NC=1C=C2C=C(C(N(C2=CC1)C)=O)OCC(=O)NC 1-[5-chloro-4-[[1-methyl-3-[2-(methylamino)-2-oxo-ethoxy]-2-oxo-6-quinolyl]amino]pyrimidin-2-yl]-N-[3-(2,6-dioxo-3-piperidyl)-1-methyl-indazol-6-yl]piperidine-4-carboxamide